P(O)(O)OP(O)O diphosphorous acid